4-(3-(4-(4-(hydroxymethyl)piperidin-1-yl)phenyl)-4,4-dimethyl-5-oxo-2-thioxoimidazolidin-1-yl)-2-(trifluoromethyl)benzonitrile OCC1CCN(CC1)C1=CC=C(C=C1)N1C(N(C(C1(C)C)=O)C1=CC(=C(C#N)C=C1)C(F)(F)F)=S